C(C)(C)(C)OC(=O)N1CC(CC1)COC=1C(=NC=NC1)N 3-(((4-aminopyrimidin-5-yl)oxy)methyl)pyrrolidine-1-carboxylic acid tert-butyl ester